O=C1NC(CCC1N1C(C2=CC=C(C=C2C1=O)CNCC1=CC=C(C(=O)NC2=CC(=C(C=C2)C)NC2=NC=CC(=N2)C=2C=NC=CC2)C=C1)=O)=O 4-((((2-(2,6-dioxopiperidin-3-yl)-1,3-dioxoisoindoline-5-yl)methyl)amino)methyl)-N-(4-methyl-3-((4-(pyridin-3-yl)pyrimidin-2-yl)amino)phenyl)benzamide